3,5-dimethyl-1-(oxetan-3-yl)-6-(2-(2-(trifluoromethyl)pyridin-4-yl)-2,6-diazaspiro[3.4]octan-6-yl)-1,5-dihydro-4H-pyrazolo[3,4-d]pyrimidin-4-one CC1=NN(C=2N=C(N(C(C21)=O)C)N2CC1(CN(C1)C1=CC(=NC=C1)C(F)(F)F)CC2)C2COC2